[O-]CCCC.[O-]CCCC.[O-]CCCC.C(CCC)OC(=O)C1=C(C(=O)O[Ti+3])C=CC=C1 (2-n-butoxycarbonylbenzoyloxy)titanium tributoxide